C1(CCCCC1)C1=CC=C(OC2=CC=C(C=C2)C(C#N)N(C)C)C=C1 2-(4-(4-cyclohexylphenoxy)phenyl)-2-(dimethylamino)acetonitrile